tricycloButyl-phosphine C1(CCC1)P(C1CCC1)C1CCC1